3β-(pyridin-3-yloxy)-17-(1H-benzimidazol-1-yl)androsta-5,16-diene N1=CC(=CC=C1)O[C@@H]1CC2=CC[C@H]3[C@@H]4CC=C([C@@]4(C)CC[C@@H]3[C@]2(CC1)C)N1C=NC2=C1C=CC=C2